BrC1=C(C=C(C(=C1)C)S(=O)(=O)C)C 1-bromo-2,5-dimethyl-4-methanesulfonyl-benzene